5-(Trifluoromethoxy)isoindoline FC(OC=1C=C2CNCC2=CC1)(F)F